tert-butyl (4-(difluoromethyl)thiazol-2-yl)carbamate FC(C=1N=C(SC1)NC(OC(C)(C)C)=O)F